COC(C(C)(C)C1=CC=C(C=C1)C(CCCN1CCC(CC1)C(C1=CC=CC=C1)C1=CC=CC=C1)=O)=O methyl-2-(4-(4-(4-(benzhydryl) piperidin-1-yl)-butyryl) phenyl)-2-methylpropionate